(1S,3S,4S)-2-((S)-2-chloro-9-hydroxy-9H-fluorene-9-carbonyl)-N-((S)-1-cyano-2-((S)-2-oxopiperidin-3-yl)ethyl)-5,5-difluoro-2-azabicyclo[2.2.2]octane-3-carboxamide ClC1=CC=2[C@@](C3=CC=CC=C3C2C=C1)(C(=O)N1[C@@H]2CC([C@H]([C@H]1C(=O)N[C@@H](C[C@H]1C(NCCC1)=O)C#N)CC2)(F)F)O